N-[(2S,3R,4S)-2-[(2,3'-difluoro[1,1'-biphenyl]-3-yl)methyl]-4-fluoro-1-(1-hydroxycyclobutane-1-carbonyl)pyrrolidin-3-yl]ethanesulfonamide FC1=C(C=CC=C1C[C@@H]1N(C[C@@H]([C@@H]1NS(=O)(=O)CC)F)C(=O)C1(CCC1)O)C1=CC(=CC=C1)F